C(CCCCC(=O)OCC1CC2C(CC1C)O2)(=O)OCC2CC1C(CC2C)O1 bis(3,4-epoxy- 6-methyl-cyclohexylmethyl) adipate